ClC=1C(=C2C(=NC1)NC(=N2)C2=CC=C(C=C2)N2CCN(CC2)CCNC2=CC=NN2C)NC2CCN(CC2)CC2CC2 6-Chloro-N-[1-(cyclopropylmethyl)piperidin-4-yl]-2-[4-(4-{2-[(1-methyl-1H-pyrazol-5-yl)amino]ethyl}piperazin-1-yl)phenyl]-3H-imidazo[4,5-b]pyridin-7-amine